N1(N=CC2=CC=CC=C12)C1=NC(=NC=C1)NC1=CC2=C(C(=C(C(O2)=O)C(C)=O)N2CCOCC2)C=C1 7-((4-(1H-indazol-1-yl)pyrimidin-2-yl)amino)-3-acetyl-4-morpholinyl-2H-benzopyran-2-one